ClC1=CC=C(C=C1)C#CCOC1=C(C=C(C=C1)CCNC(C(C(C)C)NS(=O)(=O)CC)=O)OC N-(2-(4-[3-(4-chlorophenyl)prop-2-ynyloxy]-3-methoxyphenyl)ethyl)-2-ethanesulfonylamino-3-methylbutyramide